N-(cis-2-((6-(3-fluorophenyl)pyridin-2-yl)methyl)pyrrolidin-3-yl)methanesulfonamide dihydrochloride Cl.Cl.FC=1C=C(C=CC1)C1=CC=CC(=N1)C[C@@H]1NCC[C@@H]1NS(=O)(=O)C